2-(2,6-diazaspiro[3.3]heptan-2-ylmethyl)benzene-sulfonamide C1N(CC12CNC2)CC2=C(C=CC=C2)S(=O)(=O)N